5-(4-((3-ethyl-8-fluoro-2,4-dioxo-1,2,3,4-tetrahydroquinazolin-7-yl)methyl)piperazin-1-yl)-6-fluoro-N-methylpicolinamide C(C)N1C(NC2=C(C(=CC=C2C1=O)CN1CCN(CC1)C=1C=CC(=NC1F)C(=O)NC)F)=O